C1(CCC1)OC=1C=C2C(=NNC(C2=CC1)=O)CC1=CC(=C(C=C1)F)C(=O)N1CC(C1)NC 6-cyclobutoxy-4-(4-fluoro-3-(3-(methylamino)azetidine-1-carbonyl)benzyl)phthalazin-1(2H)-one